phthalazin-1(2H)-one C1(NN=CC2=CC=CC=C12)=O